3,3'-decamethylenebis[1-(4-vinylbenzyl)-5-amino-1H-1,2,4-triazole] C(=C)C1=CC=C(CN2N=C(N=C2N)CCCCCCCCCCC2=NN(C(=N2)N)CC2=CC=C(C=C2)C=C)C=C1